NCC1=NC(=CC=C1)CN 2,6-Bis(aminomethyl)pyridine